C12CNCC(CC1)N2C=2C=C1C(N(C(C1=CC2)=O)N2C(NC(CC2)=O)=O)=O 5-(3,8-diazabicyclo[3.2.1]oct-8-yl)-2-(2,4-dioxotetrahydropyrimidin-1(2H)-yl)isoindoline-1,3-dione